C(N)(=O)C1=NC=CC(=C1)NC(=O)C=1N(N=C2C(=C(C=CC12)C)Cl)CC1CC(C1)(F)F N-(2-carbamoylpyridin-4-yl)-7-chloro-2-[(3,3-difluorocyclobutyl)methyl]-6-methylindazole-3-carboxamide